Cl[Zn]C=1N(C(=C(N1)C1=NC2=C(C=NC(=C2)C(C(F)(F)F)(F)F)N1C)S(=O)(=O)CC)C Chloro{5-(ethylsulfonyl)-1-methyl-4-[3-methyl-6-(pentafluoroethyl)-3H-imidazo[4,5-c]pyridin-2-yl]-1H-imidazol-2-yl}zinc